(3R)-3-(7-{[(6S)-2-amino-6-ethyl-5,6,7,9-tetrahydro-8H-pyrido[2,3-c]azepin-8-yl]methyl}-1-benzothiophen-5-yl)-3-(1,4-dimethyl-1H-benzotriazol-5-yl)propanoic acid NC=1C=CC2=C(CN(C[C@H](C2)CC)CC2=CC(=CC=3C=CSC32)[C@@H](CC(=O)O)C3=C(C2=C(N(N=N2)C)C=C3)C)N1